6-(5-((2-fluorophenyl)amino)pyridin-3-yl)benzo[d]oxazol-2(3H)-one FC1=C(C=CC=C1)NC=1C=C(C=NC1)C1=CC2=C(NC(O2)=O)C=C1